O1C(=CC=C1)CN(C=O)C1=C(C=CC=C1)NC1=CC=CC=C1 N-(furan-2-ylmethyl)-N-(2-(phenylamino)phenyl)carboxamide